C(C=C)(=O)OCC(CCCCCCCCCC)CCCCCCCC 2-octyldodecyl acrylate